6-methyl-3,4-dipropyl-5,6-dihydropyridin-2(1H)-one CC1CC(=C(C(N1)=O)CCC)CCC